C(C)(C)(C)OC(=O)N1C(=C(C2=CC(=CC=C12)OCCOS(=O)(=O)C)C(C)C)C=1C=C(C=2N(C1)N=CN2)C 3-isopropyl-2-(8-methyl-[1,2,4]triazolo[1,5-a]pyridin-6-yl)-5-(2-((methylsulfonyl)oxy)ethoxy)-1H-indole-1-carboxylic acid tert-butyl ester